COC(C(C)(C)[C@H]1O[C@H]([C@@H]([C@@H]1O)O)N1C(N=C(C=C1)NO)=O)=O ((2R,3S,4R,5R)-3,4-dihydroxy-5-(4-(hydroxyamino)-2-oxopyrimidin-1(2H)-yl)tetrahydrofuranyl)isobutyric acid methyl ester